[1,1':3',1''-terphenyl]-4-ol C1(=CC=C(C=C1)O)C1=CC(=CC=C1)C1=CC=CC=C1